6-(5-(5-Chloropyridin-3-yl)-1,3,4-oxadiazol-2-yl)-2-((5-fluoropyridin-3-yl)methyl)pyridazin-3(2H)-one ClC=1C=C(C=NC1)C1=NN=C(O1)C=1C=CC(N(N1)CC=1C=NC=C(C1)F)=O